N-((2S)-2-((3S,5S)-3-((((9H-fluoren-9-yl)methoxy)carbonyl)(methyl)amino)-5,6-dimethyl-2-oxoazepan-1-yl)-3-(4-(trifluoromethyl)phenyl)propanoyl)-N-methylglycine C1=CC=CC=2C3=CC=CC=C3C(C12)COC(=O)N([C@@H]1C(N(CC([C@H](C1)C)C)[C@H](C(=O)N(CC(=O)O)C)CC1=CC=C(C=C1)C(F)(F)F)=O)C